C(=O)C=1C(=CC2=CC=CC=C2C1)CNC(OC(C)(C)C)=O tert-butyl (3-formyl-2-naphthyl)methylcarbamate